ClN(S(=O)(=O)F)Cl dichlorofluorosulfonamide